4-iodo-N-(2-ethylamino-phenyl)benzamide IC1=CC=C(C(=O)NC2=C(C=CC=C2)NCC)C=C1